O[Ba] hydroxyl-barium